N1=C(C=CC(=C1)C(=O)N[C@@H](C(=O)O)[C@H]1CN2CCC1CC2)C(=O)N[C@@H](C(=O)O)[C@H]2CN1CCC2CC1 (R,2R,2'R)-2,2'-((pyridine-2,5-dicarbonyl)bis(azanediyl))bis(2-((R)-quinuclidin-3-yl)acetic acid)